1-[(5R)-3,3-difluoro-5-(2-oxopyrrolidin-1-yl)piperidine-1-carbonyl]-3-methyl-1H-imidazol-3-ium iodide [I-].FC1(CN(C[C@@H](C1)N1C(CCC1)=O)C(=O)N1C=[N+](C=C1)C)F